3-(4-(2,5-diazabicyclo[2.2.1]heptan-2-yl)-5,6-difluoro-1-oxoisoindolin-2-yl)piperidine-2,6-dione C12N(CC(NC1)C2)C2=C1CN(C(C1=CC(=C2F)F)=O)C2C(NC(CC2)=O)=O